FC(CN1C(=NC=2C1=NC(=CC2)C2=CN(C=1N=C(N=C(C12)N[C@@H](C(F)(F)F)C)OC)S(=O)(=O)C1=CC=C(C)C=C1)C)F (R)-5-(3-(2,2-difluoroethyl)-2-methyl-3H-imidazo[4,5-b]pyridin-5-yl)-2-methoxy-7-tosyl-N-(1,1,1-trifluoropropan-2-yl)-7H-pyrrolo[2,3-d]pyrimidin-4-amine